FC1=CN=C2C(=CC(=NC2=C1)C)N 7-fluoro-2-methyl-1,5-naphthyridin-4-amine